ClC=1C(=NC=C(C1)C#C)N1CCC(CC1)NC(=S)NC=1C=NC=CC1 1-(1-(3-Chloro-5-ethynylpyridin-2-yl)piperidin-4-yl)-3-(pyridin-3-yl)thiourea